C(OC1=C(C=CC=C1)C(=O)C(O)C1=CC(=CC(=C1)OC)OC)([O-])=O 3',5'-dimethoxybenzoin-yl carbonate